1-[3-(5-fluoro-2-pyridyl)pyrazin-2-yl]ethanone FC=1C=CC(=NC1)C=1C(=NC=CN1)C(C)=O